FC1=CC=C(C=C1)S(=O)(=O)NC=1C=C(C=CC1O)NC(=O)C1=CC=C(C=C1)C1=CC(=C(C=C1)O)C(=O)O 4'-((3-((4-fluorophenyl)sulfonamido)-4-hydroxyphenyl)carbamoyl)-4-hydroxy-[1,1'-biphenyl]-3-carboxylic acid